N1C=2C(CCC1)CSSC2 (cis)-hexahydro-[1,2]dithiino[4,5-b]pyridine